isopropyl ((((2R,3S,5R)-5-(6-amino-2-fluoro-9H-purin-9-yl)-2-ethynyl-3-hydroxytetrahydrofuran-2-yl)methoxy)(phenoxy)phosphoryl)-L-alaninate NC1=C2N=CN(C2=NC(=N1)F)[C@H]1C[C@@H]([C@@](O1)(C#C)COP(=O)(OC1=CC=CC=C1)N[C@@H](C)C(=O)OC(C)C)O